C(CCCCCCCCCCCCC)C(C(=N)N)CNCCCCCCCCCCCCCC tetradecyl-3-tetradecylaminopropionamidine